N-(3-(2,4-dioxo-1,2,3,4-tetrahydro-7H-pyrrolo[2,3-d]pyrimidin-7-yl)phenyl)-4-(2-(piperidin-1-yl)ethoxy)benzamide O=C1NC(C2=C(N1)N(C=C2)C=2C=C(C=CC2)NC(C2=CC=C(C=C2)OCCN2CCCCC2)=O)=O